O1CCC(CC1)C(=O)N tetrahydro-2H-pyran-4-carboxamide